naphtho[2,1-b]benzofuran-11-yl trifluoromethanesulfonate FC(S(=O)(=O)OC1=CC=CC2=C1C1=C(O2)C=CC=2C=CC=CC21)(F)F